C(CCCC(CCCCCCCC)O)O tridecane-1,5-diol